NC1=CC=C(C=C1)S(=O)(=O)N1CCNCC1 4-((4-aminophenyl)sulfonyl)piperazine